C1=C(C=CC2=CC=CC=C12)C(C)N 1-(2-naphthyl)ethylamine